FCCOC=1C(=NC(=NC1OC)N)OC (2-fluoroethoxy)-4,6-dimethoxy-pyrimidin-2-amine